BrC1=C(C=C(C(=O)OC)C=C1)S(NC1=C(C=CC(=C1)C#N)NC(=O)OC(C)(C)C)(=O)=O methyl 4-bromo-3-(N-(2-((tert-butoxycarbonyl)amino)-5-cyanophenyl)sulfamoyl)benzoate